C[N+](C)(C)C.[NH4+] ammonium Tetramethyl-ammonium